6-(6-chloropyridin-3-yl)-3-((1r,3s)-3-hydroxycyclopentyl)-8-(pyridin-3-yl)pyrido[3,4-d]pyrimidin-4(3H)-one ClC1=CC=C(C=N1)C1=CC2=C(N=CN(C2=O)[C@H]2C[C@H](CC2)O)C(=N1)C=1C=NC=CC1